(P)-1-(4-(bromomethyl)-5-fluoro-2-methoxyphenyl)-N-(isoxazol-3-yl)-N-(4-methoxybenzyl)-2-oxo-1,2-dihydroquinoline-6-sulfonamide BrCC1=CC(=C(C=C1F)N1C(C=CC2=CC(=CC=C12)S(=O)(=O)N(CC1=CC=C(C=C1)OC)C1=NOC=C1)=O)OC